C(C)(C)(C)OC(NC(C(=O)NC1=CC=C(C=C1)COC1=C(C=CC=C1)Br)CCCCN(C)C)=O (1-((4-((2-bromophenoxy)methyl)phenyl)amino)-6-(dimethylamino)-1-oxohexan-2-yl)carbamic acid tert-butyl ester